C1(CC1)C1=CC=C(C=N1)CC(=O)OC methyl 2-(6-cyclopropylpyridin-3-yl)acetate